3-ureidothiophene-2-carboxylic acid N-[(S)-piperidin-3-yl]amide N1C[C@H](CCC1)NC(=O)C=1SC=CC1NC(=O)N